N-(2-(Diethylamino)ethyl)-2,3-dimethyl-1H-indole-5-carboxamide C(C)N(CCNC(=O)C=1C=C2C(=C(NC2=CC1)C)C)CC